(1S,2R)-1-(4-(2-hydroxyethoxy)phenyl)-1,2-bis(4-hydroxyphenyl)-2-(4-(2-(methylamino)ethoxy)phenyl)ethane-1,2-diol OCCOC1=CC=C(C=C1)[C@@]([C@](O)(C1=CC=C(C=C1)OCCNC)C1=CC=C(C=C1)O)(O)C1=CC=C(C=C1)O